C(#N)C[C@@H](CCC=C)S(=O)(=O)N(CC1=CC=C(C=C1)OC)CC1=CC=C(C=C1)OC (2R)-1-CYANO-N,N-BIS(4-METHOXYBENZYL)-5-HEXENE-2-SULFONAMIDE